C(C)(C)(C)OC(=O)N1CC(C1)=CC=1C=NC(=C(C1)F)Br.C(C1=CC=CC=C1)SC=1C=C(C=C2CN(C(C12)=O)C(C)(C)C1CC1)Br 7-(benzylthio)-5-bromo-2-(2-cyclopropylpropane-2-yl)isoindol-1-one tert-butyl-3-[(6-bromo-5-fluoro-3-pyridyl)methylene]azetidine-1-carboxylate